NC=1C(=NC=C(N1)N1CCC2([C@@H]([C@@H](OC2)C)N)CC1)SC1=CC(=NC=C1)N1CCN(CC1)CC1=CC=C(C=C1)C1C(NC(CC1)=O)=O 3-(4-((4-(4-((3-amino-5-((3S,4S)-4-amino-3-methyl-2-oxa-8-azaspiro[4.5]decan-8-yl)pyrazin-2-yl)thio)pyridin-2-yl)piperazin-1-yl)methyl)phenyl)piperidine-2,6-dione